tert-butyl 4-(5-bromo-3-(1-cyano-2-(5-cyano-2-methoxyphenyl) vinyl)-1H-indol-1-yl)-4-oxobutan-2-ylcarbamate BrC=1C=C2C(=CN(C2=CC1)C(CC(C)NC(OC(C)(C)C)=O)=O)C(=CC1=C(C=CC(=C1)C#N)OC)C#N